NC=1C2=C(N=CN1)NC=C2C=2C(=C1CCN(C1=CC2)C(CC2=C(C=CC(=C2)C(F)(F)F)F)=O)F 1-(5-(4-amino-7H-pyrrolo[2,3-d]pyrimidin-5-yl)-4-fluoroindolin-1-yl)-2-(2-fluoro-5-(trifluoromethyl)phenyl)ethan-1-one